4-(2-ethoxy-2-oxoethyl)piperidine-1-carboxylic acid tert-butyl ester C(C)(C)(C)OC(=O)N1CCC(CC1)CC(=O)OCC